2-(2-((9-bromo-1-methyl-6,7-dihydro-5H-benzo[c][1,2,3]triazolo[1,5-a]azepin-7-yl)amino)phenyl)-N-methylacetamide BrC1=CC2=C(C=3N(CCC2NC2=C(C=CC=C2)CC(=O)NC)N=NC3C)C=C1